N-((2S,3S)-2-(3-((1-methylcyclopropyl)ethynyl)benzyl)-1-((R)-oxetane-2-carbonyl)pyrrolidin-3-yl)methanesulfonamide CC1(CC1)C#CC=1C=C(C[C@@H]2N(CC[C@@H]2NS(=O)(=O)C)C(=O)[C@@H]2OCC2)C=CC1